1-(3-fluoro-1-bicyclo[1.1.1]pentanyl)-3-[[3-(trifluoromethylsulfanyl)phenyl]methyl]urea FC12CC(C1)(C2)NC(=O)NCC2=CC(=CC=C2)SC(F)(F)F